C12CN(CC(CC1)N2)C=2N=NC(=CN2)C2=C(C=C(C=C2)C=2C=NNC2)O 2-[3-(3,8-diazabicyclo[3.2.1]oct-3-yl)-1,2,4-triazin-6-yl]-5-(1H-pyrazol-4-yl)phenol